5-(1-(3,5-Difluorophenyl)ethoxy)-1-(tetrahydro-2H-pyran-2-yl)-1H-indazole-3-carbaldehyde FC=1C=C(C=C(C1)F)C(C)OC=1C=C2C(=NN(C2=CC1)C1OCCCC1)C=O